FC1(C(C1)C1=C(C=CC=C1F)C1OCCO1)F (2-(2,2-difluorocyclopropyl)-3-fluorophenyl)-1,3-dioxolane